FC=1C=C2C3([C@@H](CN4C2=C(C1F)C=C4)N)CC3 (S)-8',9'-difluoro-4',5'-dihydrospiro[cyclopropane-1,6'-pyrrolo[3,2,1-ij]quinolin]-5'-amine